2,2':6',4''-Terpyridine N1=C(C=CC=C1)C1=NC(=CC=C1)C1=CC=NC=C1